N-(2-fluoro-3-methyl-4-((1-methyl-1H-benzo[d][1,2,3]triazol-5-yl)oxy)phenyl)-6-(piperazin-1-yl)pyrido[3,2-d]pyrimidin-4-amine hydrochloride Cl.FC1=C(C=CC(=C1C)OC1=CC2=C(N(N=N2)C)C=C1)NC=1C2=C(N=CN1)C=CC(=N2)N2CCNCC2